C1(CCC1)C1=CC=C2C=C(C(=NC2=C1C(F)(F)F)OC)C(=O)OCC ethyl 7-cyclobutyl-2-methoxy-8-(trifluoromethyl)quinoline-3-carboxylate